BrC=1C(=NC(=C(C1)F)N1C(N(C(=CC1=O)C(F)(F)F)C)=O)OC1=C(OCC(=O)O)C=CC=C1 [2-({3-bromo-5-fluoro-6-[3-methyl-2,6-dioxo-4-(trifluoromethyl)-3,6-dihydropyrimidin-1(2H)-yl]pyridin-2-yl}oxy)phenoxy]acetic acid